4-chloro-6-(trifluoromethoxy)quinoline-3-carbaldehyde ClC1=C(C=NC2=CC=C(C=C12)OC(F)(F)F)C=O